diamino-5,5'-biphenyloxybenzophenone NC1=C(C(=C(C(=O)C2=CC=CC=C2)C=C1)OC1=CC=CC(=C1)C=1C=CC=CC1)N